S(=O)(=O)([O-])S(=O)O.[Na+].S(O)O.C=O formaldehyde sulfoxylate sodium metabisulfite